CC=1C=C(C=CC1C)C=1C2=CC=CC=C2N=C2C=CC=CC12 9-(3,4-dimethylphenyl)acridine